FC=1C(=CC2=C(C(NC=3CNCC(C23)N(C(=O)C=2C=C3C(=CC=CN3C2)F)C)=O)C1)F N-(8,9-difluoro-6-oxo-1,2,3,4,5,6-hexahydrobenzo[c][1,7]Naphthyridin-1-yl)-8-fluoro-N-methylindolizine-2-carboxamide